C1(CCCCC1)C1=CC=C(C=C1)/C=C/C(=O)O (E)-3-(4-cyclohexylphenyl)acrylic acid